(2R,4R)-N-{3-[4-(1-acetyl-1,2,3,6-tetrahydropyridin-4-yl)-1H-pyrazol-1-yl]bicyclo[1.1.1]pentan-1-yl}-6-chloro-4-hydroxy-3,4-dihydro-2H-1-benzopyran-2-carboxamide C(C)(=O)N1CCC(=CC1)C=1C=NN(C1)C12CC(C1)(C2)NC(=O)[C@@H]2OC1=C([C@@H](C2)O)C=C(C=C1)Cl